[O-2].[Mn+2] Manganese(II) oxide